bis(2-pentylheptyl) 11-(2-(diethylamino)ethyl)-5,17-dihexyl-7,15-dioxo-6,8,14,16-tetraoxa-11-azahenicosandioate C(C)N(CCN(CCOC(OC(CCCC(=O)OCC(CCCCC)CCCCC)CCCCCC)=O)CCOC(OC(CCCC(=O)OCC(CCCCC)CCCCC)CCCCCC)=O)CC